(S)-tert-butyl (3-((1-hydroxy-3-(1-methyl-1H-imidazol-5-yl)propan-2-yl)amino)-2,2-dimethyl-3-oxopropyl)carbamate OC[C@H](CC1=CN=CN1C)NC(C(CNC(OC(C)(C)C)=O)(C)C)=O